FC1(C2=CC=CC=C2C=2C=C(C=CC12)C(=O)NCC(=O)N1[C@@H](C[C@@](C1)(C)F)C(=O)OCC1=CC=CC=C1)F benzyl (2S,4R)-1-((9,9-difluoro-9H-fluorene-3-carbonyl)glycyl)-4-fluoro-4-methylpyrrolidine-2-carboxylate